ClC1=CC=C2C(=C(NC2=C1Cl)CNC(C)=S)C=1C=NNC1 N-[[6,7-dichloro-3-(1H-pyrazol-4-yl)-1H-indol-2-yl]methyl]thioacetamide